FC1=C(C=CC2=C1CNS2(=O)=O)NC2=NNC(=C2)C2CC(CC2)C=2OC(=CN2)CO 4-fluoro-5-((5-(3-(5-(hydroxymethyl)oxazol-2-yl)cyclopentyl)-1H-pyrazol-3-yl)amino)-2,3-dihydrobenzo[d]isothiazole 1,1-dioxide